NC=1C=CC(=C(C1)O)N1CCN(CC1)C1=NC=C(C=N1)F 5-amino-2-(4-(5-fluoropyrimidin-2-yl)piperazin-1-yl)phenol